methyl 4-hydroxy-4-(4-(hydroxymethyl)-2-(1-methyl-1H-pyrazol-4-yl)phenyl)-2-methylenebutanoate OC(CC(C(=O)OC)=C)C1=C(C=C(C=C1)CO)C=1C=NN(C1)C